1-(4-Ethylphenyl)-3-(1H-indol-3-yl-2-d)urea C(C)C1=CC=C(C=C1)NC(=O)NC1=C(NC2=CC=CC=C12)[2H]